C(C)(C)(C)N1N=C(C(=C1NC1=NC(=CC=C1)C(F)(F)F)C(=O)N)C1=CC(=C(C=C1)[N+](=O)[O-])OCC(C)C 1-tert-butyl-3-[3-(2-methylpropoxy)-4-nitrophenyl]-5-{[6-(trifluoromethyl)pyridin-2-yl]amino}-1H-pyrazole-4-carboxamide